C(C)(C)(C)OC(=O)N1CCC2(CC1)C(C1=C(C=CC=C1C2)C#N)=O 7-cyano-1-keto-1,3-dihydrospiro[indene-2,4'-piperidine]-1'-carboxylic acid tert-butyl ester